(3-bromo-2-(prop-1-en-2-yl)phenyl)methanol BrC=1C(=C(C=CC1)CO)C(=C)C